O-((R)-3-hydroxybutyl)-L-serine O[C@@H](CCOC[C@H](N)C(=O)O)C